5-(2-chlorophenyl)-7-(trifluoromethyl)-3,5-dihydro-1H-imidazo[4,5-c][1,8]naphthyridine-2,4-Dione ClC1=C(C=CC=C1)N1C(C2=C(C=3C=CC(=NC13)C(F)(F)F)NC(N2)=O)=O